C1(CC1)S(=O)(=O)N1C[C@@H]([C@H](CC1)[C@@H]1N2C(C3=CC=CC=C13)=CN=C2)O (3R,4R)-1-(Cyclopropylsulfonyl)-4-((S)-5H-imidazo[5,1-a]isoindol-5-yl)piperidin-3-ol